COC1=CC=C(CC2NCCC=3CCCCC23)C=C1 1,2,3,4,5,6,7,8-octahydro-1-(4-methoxybenzyl)isoquinoline